4-[cyclopropyl-[4-(5,6,7,8-tetrahydro-1,8-naphthyridin-2-yl)butyl]amino]-2-[[2-methylbutoxy]carbonylamino]butanoic acid C1(CC1)N(CCC(C(=O)O)NC(=O)OCC(CC)C)CCCCC1=NC=2NCCCC2C=C1